tert-butyl (2-amino-5-(difluoromethoxy)-6-(4-fluorophenyl)quinolin-3-yl)carbamate NC1=NC2=CC=C(C(=C2C=C1NC(OC(C)(C)C)=O)OC(F)F)C1=CC=C(C=C1)F